4,5-diamino-3-methylpyrazol NC=1C(=NNC1N)C